C(C1=CC=CC=C1)O[Si](OC(C)=O)(OC(C)=O)OCC1=CC=CC=C1 di-benzyloxy-di-acetoxysilane